COC=1C=C2CCNCC2=CC1NC1=NC2=CC(=CC=C2C=N1)C1=CC(=CC=C1)N1CCOCC1 N-(6-methoxy-1,2,3,4-tetrahydroisoquinolin-7-yl)-7-[3-(morpholin-4-yl)phenyl]quinazolin-2-amine